CN(C=1C=C2C=CC(=CC2=CC1)/C=C/C=C(C#N)C#N)C (E)-2-(3-(6-(dimethylamino)naphthalene-2-yl)allylidene)malononitrile